N-{[3-(cyclopropylmethoxy)phenyl]methyl}-5-{2-acetamidoimidazo[1,2-b]pyridazin-6-yl}-2-methoxy-6-methylpyridine-3-carboxamide C1(CC1)COC=1C=C(C=CC1)CNC(=O)C=1C(=NC(=C(C1)C=1C=CC=2N(N1)C=C(N2)NC(C)=O)C)OC